di(pent-4-yn-1-yl) sulfite S(=O)(OCCCC#C)OCCCC#C